[K+].O=C1OC[C@@H](N1)C(=O)[O-] (4R)-2-oxooxazolidine-4-carboxylic acid potassium salt